2-methoxy-5-[[2-oxo-2-[Rac-(2R,5S)-5-methyl-2-[2-[Rac-(3S,4S)-1,3-dimethyl-4-piperidyl]-1,3-Benzothiazol-5-Yl]-1-piperidyl]Acetyl]amino]pyridine-3-carboxamide COC1=NC=C(C=C1C(=O)N)NC(C(N1[C@H](CC[C@@H](C1)C)C=1C=CC2=C(N=C(S2)[C@@H]2[C@@H](CN(CC2)C)C)C1)=O)=O |r|